C1[C@@H](CCC=2C3=CC=CC=C3NC12)N (R)-2,3,4,9-tetrahydro-1H-carbazol-2-amine